OC1=C(C(=O)C2=CC=CC=C2)C=C(C(=C1)O)C(C1=CC=CC=C1)=O 2,4-dihydroxy-5-(benzoyl)benzophenone